1-((5-(Aminomethyl)-1-(4,4,4-trifluorobutyl)-1H-indol-2-yl)methyl)-4,6-difluoro-3-cyclopropyl-1,3-dihydro-2H-benzo[d]imidazol-2-one NCC=1C=C2C=C(N(C2=CC1)CCCC(F)(F)F)CN1C(N(C2=C1C=C(C=C2F)F)C2CC2)=O